N(C(=O)C)[C@@H]1CC[C@H](CC1)O trans-4-acetaminocyclohexanol